7-{[1-(but-2-ynoyl)-3-(3-chloro-2-methylphenyl)piperidin-3-yl]amino}-2-methylisoquinolin-1-one C(C#CC)(=O)N1CC(CCC1)(C1=C(C(=CC=C1)Cl)C)NC1=CC=C2C=CN(C(C2=C1)=O)C